3,3'-(((Pyrazine-2,5-diylbis(methylene))bis(azanediyl))bis(1-oxoisoindoline-4,2-diyl))bis(piperidine-2,6-dione) N1=C(C=NC(=C1)CNC1=C2CN(C(C2=CC=C1)=O)C1C(NC(CC1)=O)=O)CNC1=C2CN(C(C2=CC=C1)=O)C1C(NC(CC1)=O)=O